The molecule is trianion of F420-0 arising from deprotonation of the carboxylic acid and phosphate functions as well as the 3-position on the pyrimidinoquinoline ring system; major species at pH 7.3. It is an organophosphate oxoanion and a ribitol phosphate. It is a conjugate base of a F420-0. C[C@@H](C(=O)[O-])OP(=O)([O-])OC[C@H]([C@H]([C@H](CN1C2=CC(=O)C=CC2=CC3=C1N=C(NC3=O)[O-])O)O)O